ClC=1C=C(C=CC1Cl)C=1SC=C(N1)NC=1N=NNC1C(=O)[O-].[NH4+] ammonium 4-((2-(3,4-dichlorophenyl)thiazol-4-yl)amino)-1H-1,2,3-triazole-5-carboxylate